C1(CC1)C1=CC(=C(C(=C1)C)N1N=C2N=C(NC(C2=C1)=O)C1=NN(N=C1)C)C 2-(4-cyclopropyl-2,6-dimethylphenyl)-6-(2-methyl-2H-1,2,3-triazol-4-yl)-2,5-dihydro-4H-pyrazolo[3,4-d]pyrimidin-4-one